4-imidazo[1,2-a]pyridin-7-yltetrahydropyran-4-carbonitrile N=1C=CN2C1C=C(C=C2)C2(CCOCC2)C#N